N-[(1r,4r)-4-hydroxy-4-(trifluoromethyl)cyclohexyl]piperidine-4-carboxamide OC1(CCC(CC1)NC(=O)C1CCNCC1)C(F)(F)F